Tert-butyl 4-[2-(2,6-dioxo-3-piperidyl)-3-oxo-isoindolin-5-yl]piperazine-1-carboxylate O=C1NC(CCC1N1CC2=CC=C(C=C2C1=O)N1CCN(CC1)C(=O)OC(C)(C)C)=O